4-triazole-anthranilic acid N1N=NC(=C1)C=1C=CC=C(C1C(=O)O)N